COC=1C=C(OC=2C(=NC3=CC=CC=C3C2)C2=CC=CC=C2)C=CC1OC 3-(3,4-dimethoxyphenoxy)-2-phenyl-quinoline